C(C)(C)(C)OC(=O)N1C2(CC2)CCC1=O 5-oxo-4-azaspiro[2.4]heptane-4-carboxylic acid tert-butyl ester